C(C)(=O)O[C@@H]1C([C@@H]2CC[C@]3([C@@]4(CC[C@@]5([C@@H]([C@H]4CC[C@@H]3[C@]2(CC1)C)[C@@H](CC5)C(=C)C)C(=O)OCC5=CC=CC=C5)C)C)(C)C benzyl (1R,3aS,5aR,5bR,7aR,9S,11aR,11bR-13aR,13bR)-9-acetoxy-5a,5b,8,8,11a-pentamethyl-1-(prop-1-en-2-yl)icosahydro-3aH-cyclopenta[a]chrysene-3a-carboxylate